C(C[N+]1=CC=CC=C1)[N+]1=CC=CC=C1 ethylene-bis-pyridinium